C1(CC1)COC(=O)N(C1(CC1)C1=CC(=C(C=C1)F)C(F)(F)F)C[C@H]1N(CCC1)C(=O)OC(C)(C)C tert-butyl (S)-2-((((cyclopropylmethoxy)carbonyl) (1-(4-fluoro-3-(trifluoro methyl)phenyl)cyclopropyl)amino)methyl)pyrrolidine-1-carboxylate